((5S,7R)-5-(4-chloro-1-methyl-1H-pyrazol-3-yl)-7-fluoro-6,7-dihydro-5H-pyrrolo[1,2-b][1,2,4]triazol-2-yl)(cyclopropyl)methanone di-n-propyl-(1-isobutylbenzylidene)malonate C(CC)OC(C(C(=O)OCCC)=CC1(CC=CC=C1)CC(C)C)=O.ClC=1C(=NN(C1)C)[C@@H]1C[C@H](C=2N1N=C(N2)C(=O)C2CC2)F